2,4,6-tri(4-azidophenyl)-1,3,5-triazine N(=[N+]=[N-])C1=CC=C(C=C1)C1=NC(=NC(=N1)C1=CC=C(C=C1)N=[N+]=[N-])C1=CC=C(C=C1)N=[N+]=[N-]